2,3-dimyristyl-glycerol 4-((3S,4S,5R)-2-cyano-4,5-dimethyl-5-(trifluoromethyl)tetrahydrofuran-3-yl)-2-fluoro-3-methoxyphenyl-acetate tricyclo[5.2.1.0(2,6)]dec-4-en-8-yl-propanoate C12C3CC=CC3C(C(C1)C(C(=O)O)C)C2.C(#N)C2O[C@]([C@H]([C@H]2C2=C(C(=C(C=C2)CC(=O)O)F)OC)C)(C(F)(F)F)C.C(CCCCCCCCCCCCC)OC(CO)COCCCCCCCCCCCCCC